C[C@@H]1NCC12CN(CC2C(=O)OC[C@@H]2[C@H]([C@H]([C@@H](O2)N2C(=O)N=C(N)C(=C2)C=O)OC)O)C(=O)C2=CN=CS2 5-formyl-2'-O-methyl-cytidine methyl-(S)-6-(thiazole-5-carbonyl)-2,6-diazaspiro[3.4]octane-8-carboxylate